BEHENAMIDOPROPYL-DIMETHYLAMINE C(CCCCCCCCCCCCCCCCCCCCC)(=O)NCCCN(C)C